5-((1-(2,2-difluoroethyl)-1H-imidazol-2-yl)methoxy)-N-(4-(hydroxymethyl)tetrahydro-2H-pyran-4-yl)-2-methylbenzofuran-3-carboxamide FC(CN1C(=NC=C1)COC=1C=CC2=C(C(=C(O2)C)C(=O)NC2(CCOCC2)CO)C1)F